4-oxopentanoic acid naphthalen-1-yl ester C1(=CC=CC2=CC=CC=C12)OC(CCC(C)=O)=O